OC1=C(CC=2C=C(C=CC2O)C)C=C(C=C1)C 6-(2-hydroxy-5-methylbenzyl)-p-cresol